5-(4-methylphenyl)-1-(4-aminophenyl)-3-difluoromethyl-1H-pyrazole-4-carbonitrile CC1=CC=C(C=C1)C1=C(C(=NN1C1=CC=C(C=C1)N)C(F)F)C#N